FC1=C(C=CC(=C1)F)C1=NC(=CN2C1=NC(=C(C2=O)C)C)C2CCOC(=C2)C2CCOCC2 9-(2,4-difluorophenyl)-2,3-dimethyl-7-(6-(tetrahydro-2H-pyran-4-yl)-3,4-dihydro-2H-pyran-4-yl)-4H-pyrazino[1,2-a]pyrimidin-4-one